C(C1=CC=CC=C1)OC(NCCC1CCC(CC1)N)=O {2-[(1r,4r)-4-aminocyclohexyl]ethyl}carbamic acid benzyl ester